(R)-N-((R)-1-(9-fluoro-2-methyl-7-oxo-2,4,5,7-tetrahydropyrazolo[4',3':3,4]pyrido[2,1-b]quinazolin-11-yl)ethyl)-2-methylpropane-2-sulfinamide FC=1C=C2C(N3C(=NC2=C(C1)[C@@H](C)N[S@](=O)C(C)(C)C)C=1C(CC3)=NN(C1)C)=O